4-[6-amino-5-(2,6-dichloro-benzyloxy)-pyridin-3-yl]-N-(2-hydroxy-3-pyrrolidin-1-yl-propyl)-benzamide NC1=C(C=C(C=N1)C1=CC=C(C(=O)NCC(CN2CCCC2)O)C=C1)OCC1=C(C=CC=C1Cl)Cl